(Z)-5-(4-chlorophenyl)-3-phenylpent-2-enoic acid ClC1=CC=C(C=C1)CC/C(=C/C(=O)O)/C1=CC=CC=C1